(S)-1'-(6-amino-5-((5-chloro-2-fluoropyridin-4-yl)thio)pyrazin-2-yl)-5,7-dihydrospiro[cyclopenta[b]pyridine-6,4'-piperidin]-5-amine NC1=C(N=CC(=N1)N1CCC2(CC1)[C@@H](C=1C(=NC=CC1)C2)N)SC2=CC(=NC=C2Cl)F